6-(1-(((R)-1-phenylethyl)amino)-2,3,4,9-tetrahydro-1H-carbazol-6-yl)-3,4-dihydroisoquinolin C1(=CC=CC=C1)[C@@H](C)NC1CCCC=2C3=CC(=CC=C3NC12)C=1C=C2CCN=CC2=CC1